C(C)(=O)NC=1C=C(C=CC1)C1=CC=C2C(=N1)N(C(=N2)C=2C(=NC=CC2)N)C2=CC=C(C=C2)CN2CCN(CC2)C(=O)OC(C)(C)C tert-butyl 4-[[4-[5-(3-acetamidophenyl)-2-(2-amino-3-pyridyl)imidazo[4,5-b]pyridin-3-yl]phenyl]methyl]piperazine-1-carboxylate